FC1(CN(C1)C=1C=CC2=C(C1)[Si]1(CCCCC1)C1=C(C23OC(C2=CC=C(C=C23)C(=O)NCCN2C(C=CC2=O)=O)=O)C=CC(=C1)N1CC(C1)(F)F)F 3',7'-bis(3,3-difluoroazetidin-1-yl)-N-(2-(2,5-dioxo-2,5-dihydro-1H-pyrrol-1-yl)ethyl)-3-oxo-3H-dispiro[isobenzofuran-1,10'-dibenzo[b,e]siline-5',1''-silinane]-6-carboxamide